N,N-dimethyl-3-((5-(1-((3S,5R)-3,4,5-trimethylpiperazin-1-yl)imidazo[1,5-a]quinoxalin-8-yl)pyridin-2-yl)oxy)propan-1-amine CN(CCCOC1=NC=C(C=C1)C1=CC=C2N=CC=3N(C2=C1)C(=NC3)N3C[C@@H](N([C@@H](C3)C)C)C)C